octadecanoylamine C(CCCCCCCCCCCCCCCCC)(=O)N